8-oxabicyclo[3.2.1]octan-3-one oxime C12CC(CC(CC1)O2)=NO